4-[[2-[5-fluoro-1-[(4-methoxyphenyl)methyl]indazol-6-yl]acetyl]amino]pyridine-2-carboxylic acid FC=1C=C2C=NN(C2=CC1CC(=O)NC1=CC(=NC=C1)C(=O)O)CC1=CC=C(C=C1)OC